1-{2-[3-(benzyloxy)propoxy]ethyl}-2-(ethoxymethyl)-1H-imidazo[4,5-c]quinolin-4-amine C(C1=CC=CC=C1)OCCCOCCN1C(=NC=2C(=NC=3C=CC=CC3C21)N)COCC